FC1(CC(C1)N[C@H]1C[C@@H](N(CC1)CC1=C2C=CNC2=C(C=C1OC)C)C1=CC=C(C(=O)O)C=C1)F 4-((2R,4R)-4-((3,3-difluorocyclobutyl)amino)-1-((5-methoxy-7-methyl-1H-indol-4-yl)methyl)piperidin-2-yl)benzoic acid